(1S,2S)-N1-(3,5-Di-tert-butylbenzyl)-N2-methyl-N1-((6-methylpyridin-2-yl)methyl)-N2-(2-methylquinolin-8-yl)cyclohexane-1,2-diamine C(C)(C)(C)C=1C=C(CN([C@@H]2[C@H](CCCC2)N(C=2C=CC=C3C=CC(=NC23)C)C)CC2=NC(=CC=C2)C)C=C(C1)C(C)(C)C